2-(10,11-dihydro-5H-dibenzo[b,f]azepin-5-yl)acetic acid C1=CC=CC=2N(C3=C(CCC21)C=CC=C3)CC(=O)O